tert-butyl (8aS)-6-chloro-4-fluoro-5-(7-fluoro-1-methoxyisoquinolin-8-yl)-8a,9,11,12-tetrahydropyrazino[2',1':3,4][1,4]oxazepino[5,6,7-de]quinazoline-10(8H)-carboxylate ClC1=C2C3=C(N=CN=C3C(=C1C=1C(=CC=C3C=CN=C(C13)OC)F)F)N1[C@H](CO2)CN(CC1)C(=O)OC(C)(C)C